N-(3-hydroxy-4-(3-nitrobenzoyl)phenyl)acetamide OC=1C=C(C=CC1C(C1=CC(=CC=C1)[N+](=O)[O-])=O)NC(C)=O